C(C)OC(=O)C1=CC=C(C=C1)C1=CC(=C(C=C1)[C@H](C(F)(F)F)OC1=CC(=NC(=N1)C)N1CCC2(C[C@H](NC2)C(=O)O)CC1)N1N=C(C=C1)C (S)-8-(6-((R)-1-(4'-(ethoxycarbonyl)-3-(3-methyl-1H-pyrazol-1-yl)-[1,1'-biphenyl]-4-yl)-2,2,2-trifluoroethoxy)-2-methylpyrimidin-4-yl)-2,8-diazaspiro[4.5]decane-3-carboxylic acid